3-((4-(4,4,5,5-tetramethyl-1,3,2-dioxaborolan-2-yl)-1H-pyrazol-1-yl)methyl)oxetan-3-ol CC1(OB(OC1(C)C)C=1C=NN(C1)CC1(COC1)O)C